1-(4-Fluorobenzyl)-3-(1-methyl-1H-pyrazol-5-yl)-4,5,6,7-tetrahydro-1H-indol FC1=CC=C(CN2C=C(C=3CCCCC23)C2=CC=NN2C)C=C1